CC(CCC=C)S(=O)(=O)N 5-HEXENE-2-SULFONAMIDE